C1(=CC=CC=C1)C(CC(C)=O)=O 1-Phenyl-1,3-butandion